[Si](C1=CC=CC=C1)(C1=CC=CC=C1)(C(C)(C)C)OCCC(=O)NCC1=NC(=CC(=C1)S(=O)(=O)CC(C)(C)C)N1C2CN(CC1CC2)C(C2=C(C=C(C=C2)F)Cl)=O 3-[tert-butyl(diphenyl)silyl]oxy-N-[[6-[3-(2-chloro-4-fluoro-benzoyl)-3,8-diazabicyclo[3.2.1]octan-8-yl]-4-(2,2-dimethylpropylsulfonyl)-2-pyridyl]methyl]propanamide